(±)-(4aR,13bS)-10,11-dichloro-4-(pyrazin-2-ylmethyl)-1,2,3,4,4a,5,6,13b-octahydro-8H-[1,6]naphthyridino[5,6-b]quinazolin-8-one ClC=1C=C2C(N3C(=NC2=CC1Cl)[C@H]1CCCN([C@@H]1CC3)CC3=NC=CN=C3)=O |r|